COC=1C=C(C=CC1NCC#C[Si](C)(C)C)S1(NCCC1)=O 1-(3-methoxy-4-((3-(trimethylsilyl)prop-2-yn-1-yl)amino)phenyl)-4,5-dihydro-3H-isothiazole 1-oxide